ethyl (R)-1-(1-(tert-butoxycarbonyl) pyrrolidin-3-yl)-3-cyano-4-(4-(2,6-difluorophenoxy) phenyl)-1H-pyrrole-2-carboxylate C(C)(C)(C)OC(=O)N1C[C@@H](CC1)N1C(=C(C(=C1)C1=CC=C(C=C1)OC1=C(C=CC=C1F)F)C#N)C(=O)OCC